6-fluoro-4-(4-fluorophenyl)-3,4-dihydroquinoxaline-1(2H)-carboxamide FC=1C=C2N(CCN(C2=CC1)C(=O)N)C1=CC=C(C=C1)F